2,5-dioxopyrrolidin-1-yl (S)-2-((tert-butoxycarbonyl)amino)-2-cyclopentylacetate C(C)(C)(C)OC(=O)N[C@H](C(=O)ON1C(CCC1=O)=O)C1CCCC1